FC1=C(C=C(C(=C1)C(F)(F)F)F)NS(=O)(=O)C1=C(NC=2CC(CCC12)(F)F)C(=O)OCC ethyl 3-(N-(2,5-difluoro-4-(trifluoromethyl)phenyl)sulfamoyl)-6,6-difluoro-4,5,6,7-tetrahydro-1H-indole-2-carboxylate